4-nitrophenyl (trans-(3SR,4SR)-4-(pyridin-2-yldisulfanyl)tetrahydropyran-3-yl) carbonate C(OC1=CC=C(C=C1)[N+](=O)[O-])(O[C@H]1COCC[C@@H]1SSC1=NC=CC=C1)=O |r|